N-(tert-Butoxycarbonyl)-S-((2-(phenylsulfonylamino)phenyl)seleno)-L-cysteine C(C)(C)(C)OC(=O)N[C@@H](CS[Se]C1=C(C=CC=C1)NS(=O)(=O)C1=CC=CC=C1)C(=O)O